3-((3-((4-(4-(1,2-di(4-hydroxyphenyl)but-1-en-1-yl)phenyl)piperazin-1-yl)methyl)phenyl)amino)piperidine-2,6-dione OC1=CC=C(C=C1)C(=C(CC)C1=CC=C(C=C1)O)C1=CC=C(C=C1)N1CCN(CC1)CC=1C=C(C=CC1)NC1C(NC(CC1)=O)=O